O=C1NC2=CC=C(C=3C2=C1C=CC3)N3CCC(CC3)C(=O)O 1-(2-oxo-1H-benzo[cd]indol-6-yl)piperidine-4-carboxylic acid